Cl.NC1CCC(CC1)CCC1(C=C(NN1[C@@H](C)C1=CC=CC=C1)C(=O)NC)C(=O)N 5-(2-((1r,4S)-4-aminocyclohexyl)ethyl)-N3-methyl-1-((S)-1-phenylethyl)-1H-pyrazole-3,5-dicarboxamide hydrochloride